1,2-epoxyheptane C1C(CCCCC)O1